C1(=CC=CC=C1)P([O-])(=O)C(C1=C(C=C(C=C1C)C)C)=O.[Li+] Lithium phenyl-2,4,6-trimethylbenzoylphosphinat